ClC=1C=C(C(=C(C1)O)C1=C2C(=C(N=N1)N[C@H]1[C@@H](CCCC1)O)C=NC=C2)F 5-chloro-3-fluoro-2-[4-[[(1R,2R)-2-hydroxycyclohexyl]amino]pyrido[3,4-d]pyridazin-1-yl]phenol